O1CNC(C1)C1=CC(=CC2=C1N=CS2)C(=O)O 4-(oxazolidin-4-yl)-1,3-benzothiazole-6-carboxylic acid